FC1=CC=C(C=C1)N(C(=O)C=1C=C(C=2N(C1)C(=CN2)C=2C=CC(=NC2)NC(OC)=O)C)C methyl N-[5-[6-[(4-fluorophenyl)-methyl-carbamoyl]-8-methyl-imidazo[1,2-a]pyridin-3-yl]-2-pyridyl]carbamate